N-(3-methoxypropyl)-2-methyl-4-(2-methyl-4-nitrobenzoyl)benzamide COCCCNC(C1=C(C=C(C=C1)C(C1=C(C=C(C=C1)[N+](=O)[O-])C)=O)C)=O